[4-[6-chloro-5-[[4-methyl-3-(trifluoromethyl)phenyl]-carbamoyl]-2-pyridyl]phenyl]carbamate ClC1=C(C=CC(=N1)C1=CC=C(C=C1)NC([O-])=O)C(NC1=CC(=C(C=C1)C)C(F)(F)F)=O